tert-butyl (2-(8-(ethylthio)imidazo[1,5-a]pyridin-3-yl)propan-2-yl)carbamate C(C)SC=1C=2N(C=CC1)C(=NC2)C(C)(C)NC(OC(C)(C)C)=O